(S)-4-benzyl-3-((S)-6-(benzyloxy)-2,5,7,8-tetramethylchromane-2-carbonyl)oxazolidin-2-one C(C1=CC=CC=C1)[C@@H]1N(C(OC1)=O)C(=O)[C@]1(OC2=C(C(=C(C(=C2CC1)C)OCC1=CC=CC=C1)C)C)C